C(C)(C)(C)OC(=O)N(CCCNC(OC(C)(C)C)=O)CCCCN(C(C(=O)O)=O)CCCNC(=O)OC(C)(C)C 9-(tert-Butoxycarbonyl)-14-(3-((tert-Butoxycarbonyl)amino)propyl)-2,2-dimethyl-4,15-dioxo-3-oxa-5,9,14-triazahexadecan-16-oic acid